(R)-1-(4-chloro-2-(3-cyclopropyl-1H-pyrazol-1-yl)phenyl)-2,2,2-trifluoroethanol ClC1=CC(=C(C=C1)[C@H](C(F)(F)F)O)N1N=C(C=C1)C1CC1